(8-(6-fluoronicotinoyl)-3,8-diazabicyclo[3.2.1]octan-3-yl)-2-((R,Z)-1-hydroxycyclooct-4-en-1-yl)ethan-1-one FC1=NC=C(C(=O)N2C3CN(CC2CC3)C(C[C@@]3(CC\C=C/CCC3)O)=O)C=C1